Cl.N[C@@H](C)C=1C=CC(=NC1)C(=O)OC methyl (S)-5-(1-aminoethyl)picolinate hydrochloride